CN(S(=O)(=O)C1=CC=C(C=C1)C1=CC=C(C=C1)CN1C=CC2=CC(=CC=C12)N1N=C(C=C1C)C(=O)N)C 1-(1-((4'-(N,N-dimethylsulfamoyl)-[1,1'-biphenyl]-4-yl)methyl)-1H-indol-5-yl)-5-methyl-1H-pyrazole-3-carboxamide